5-acetyl-4-(5-((cyclopropylmethyl)carbamoyl)benzo[b]thiophen-3-yl)-2,6-dimethyl-1,4-dihydropyridine-3-carboxylic acid methyl ester COC(=O)C1=C(NC(=C(C1C=1C2=C(SC1)C=CC(=C2)C(NCC2CC2)=O)C(C)=O)C)C